chloro-5,6,7,8-tetrahydro-4H-[1,2,3]triazolo[1,5-a][1,4]diazepine ClC=1N=NN2C1CNCCC2